C(C)N1C2=NC(=NC(=C2N=C1C1=CC=NC=C1)N1CCOCC1)C=1N=NC(=C(C1)C1=CC=CC=C1)OC 4-(9-ethyl-2-(6-methoxy-5-phenylpyridazin-3-yl)-8-(pyridin-4-yl)-9H-purin-6-yl)morpholine